6-bromo-N2,N2-dimethylpyrazine-2,3-diamine BrC1=CN=C(C(=N1)N(C)C)N